C(C1=CC=CC=C1)OC1=C(C(=C2C[C@@H](N(C2=C1)C(=O)OC(C)(C)C)CNCCC)F)N(C(C(F)(F)F)=O)CC(=O)OC(C)(C)C tert-butyl (2R)-6-(benzyloxy)-5-[(2-tert-butoxy-2-oxoethyl)(trifluoroacetyl)amino]-4-fluoro-2-[(propylamino)methyl]-2,3-dihydro-1H-indole-1-carboxylate